decalinyl-(Decahydronaphthalene) C1(CCCC2CCCCC12)C1CCCC2CCCCC12